COC(=O)C=1C=C(C=C(C1)C(=O)OC)P(O)(=O)O.C(C)N1CN(C=C1)C.C(C)N1CN(C=C1)C bis(1-ethyl-3-methylimidazole) 3,5-bis(methoxycarbonyl)benzenephosphonate